oleoyl-2-hydroxysn-glycero-3-phosphocholine C(CCCCCCC\C=C/CCCCCCCC)(=O)C(OP(OC[C@@H](CO)OO)(=O)[O-])C[N+](C)(C)C